IC1=C(CN2CC(C2)C(=O)O)C=CC(=C1)C1=NC(=NO1)C1=CC=C(C=C1)CC(C)C 1-(2-iodo-4-(3-(4-isobutylphenyl)-1,2,4-oxadiazol-5-yl)benzyl)azetidine-3-carboxylic acid